C1(CC1)CN[C@H](C)C1=CC=C2C(=N1)N(C(=C2)C2=NC1=C(N2C)C(=CC(=C1)C(=O)OC(C)C)OC)CC(CC=C)(F)F isopropyl (R)-2-(6-(1-((cyclopropylmethyl)amino)ethyl)-1-(2,2-difluoropent-4-en-1-yl)-1H-pyrrolo[2,3-b]pyridin-2-yl)-7-methoxy-1-methyl-1H-benzo[d]imidazole-5-carboxylate